1,4-dicyclopentyl-butane C1(CCCC1)CCCCC1CCCC1